BrC=1COC2=C(C1Br)C1=CC=CC=C1C=C2 dibromonaphthopyran